5-(2-morpholinoethoxy)benzimidazol-1-yl pyridine-3-carboxylate N1=CC(=CC=C1)C(=O)ON1C=NC2=C1C=CC(=C2)OCCN2CCOCC2